NC1CCC1 3-Aminocyclobutane